FC(OC1=C(C=NC(=C1)C(F)(F)F)N)F 4-(difluoromethoxy)-6-(trifluoromethyl)pyridine-3-amine